N-((S)-(4-chloro-3-fluorophenyl)(5-fluoro-6-(trifluoromethyl)pyridin-2-yl)methyl)-3-oxopiperazine-1-carboxamide ClC1=C(C=C(C=C1)[C@H](NC(=O)N1CC(NCC1)=O)C1=NC(=C(C=C1)F)C(F)(F)F)F